FC1=CC=CC(=N1)C(=O)NCC1CN(C1)C 6-fluoro-N-((1-methylazetidin-3-yl)methyl)picolinamide